2-((1-(9H-purin-6-yl)piperidin-4-yl)methyl)-6-(2,4-dimethylthiazol-5-yl)pyridazin-3(2H)-one N1=CN=C2NC=NC2=C1N1CCC(CC1)CN1N=C(C=CC1=O)C1=C(N=C(S1)C)C